pentaoxa-1-azaoctadecan NOOOOOCCCCCCCCCCCC